(S)-N-[(1E)-1-(6-Methoxypyridin-3-yl)ethylidene]-2-methylpropane-2-sulfinamide COC1=CC=C(C=N1)\C(\C)=N\[S@@](=O)C(C)(C)C